1-(3-fluoro-4-bromophenyl)ethanone FC=1C=C(C=CC1Br)C(C)=O